indolizino[1,2-b]quinoline C=1C2=CC=3C(N=C2C=CC1)=C1C=CC=CN1C3